C(C)S(=O)(=O)C1=CC=C(C=C1)CC(=O)NC1=CC=C(C=C1)NCC(C1=CC=C(C=C1)C(F)(F)F)O 2-(4-(ethylsulfonyl)phenyl)-N-(4-((2-hydroxy-2-(4-(trifluoromethyl)phenyl)-ethyl)-amino)phenyl)acetamide